ethyl 5-(6-methylpyrimidin-4-yl)-1-(oxan-2-yl)pyrazole-3-carboxylate CC1=CC(=NC=N1)C1=CC(=NN1C1OCCCC1)C(=O)OCC